COC1=C(C=C2C3=C(N(C2=C1)C)C(=NC=C3)C)C3=CC=NN3C 7-methoxy-1,9-dimethyl-6-(1-methyl-1H-pyrazol-5-yl)-9H-pyrido[3,4-b]indole